[Na+].S(=O)(=O)([O-])CCCOC1=CC=C(C(=O)C2=CC=CC=C2)C=C1 4-(3-sulfopropyloxy)benzophenone, sodium salt